C(C)OCC(CNC1=CC=C(C=C1)O)O 4-[(3-ethoxy-2-hydroxy-propyl)amino]phenol